C(C)(C)(C)OC(=O)N1CCC(CC1)NC1=CC(=NC(=N1)OC)C(=O)OC methyl 6-((1-(tert-butoxycarbonyl)piperidin-4-yl)amino)-2-methoxypyrimidine-4-carboxylate